FC=1C=C(C(=O)O)C=CC1N1C[C@H]2CNCC[C@]2(C1=O)F 3-fluoro-4-((3aR,7aS)-7a-fluoro-1-oxooctahydro-2H-pyrrolo[3,4-c]pyridin-2-yl)benzoic acid